C(#N)C1=CC(=C(C=C1)N1CCN(CC1)C(=O)OC1CC2(CN(C2)CC2=CC=CC=C2)C1)F 2-benzyl-2-azaspiro[3.3]heptan-6-yl 4-(4-cyano-2-fluorophenyl)piperazine-1-carboxylate